ClC1=C(C(=CC=C1)Cl)N1N=C(C(=C1)NC1=CC=C(C=C1)C(C(C)(C)C)=O)C(=O)N 1-(2,6-dichlorophenyl)-4-((4-pivaloylphenyl)amino)-1H-pyrazole-3-carboxamide